10-(3-(3-oxa-7-azabicyclo[3.3.1]nonan-7-yl)propyl)-3,7-dibromo-10H-phenoxazine C12COCC(CN(C1)CCCN1C3=CC=C(C=C3OC=3C=C(C=CC13)Br)Br)C2